C(C)N(C1=CC=CC=C1)CC1=CC=C(C=C1)Cl N-ethyl-N-p-chlorobenzyl-aniline